benzyl 3-acetylpyrrolidine-1-carboxylate C(C)(=O)C1CN(CC1)C(=O)OCC1=CC=CC=C1